aminohydroxyketone NOC(=O)ON